OC[C@@H]1N(CCNC1)C(=O)OC(C)(C)C tert-butyl (R)-(hydroxymethyl)piperazine-1-carboxylate